nonylphenoxypropyl-sodium C(CCCCCCCC)C(CC[Na])OC1=CC=CC=C1